carbonate Aluminum [Al+3].C([O-])([O-])=O.C([O-])([O-])=O.C([O-])([O-])=O.[Al+3]